CC(C)(C(C)C)C(C(=O)OCC)C(=O)OCC diethyl 2-(2,3-dimethylbutan-2-yl)malonate